(1RS,6RS)-3,6-dimethyl-3-cyclohexene CC=1CC[C@H](CC1)C |r|